6-bromo-2-(4-(trifluoromethyl)benzyl)benzo[d]thiazole BrC1=CC2=C(N=C(S2)CC2=CC=C(C=C2)C(F)(F)F)C=C1